FC1=C(C=CC=C1F)[C@@H]1N(OCC1)C1=CC(=NC=N1)NC1=C(C=C(C(=C1)C=C)N1CCN(CC1)C)OC (R)-6-(3-(2,3-difluorophenyl)isoxazolidin-2-yl)-N-(2-methoxy-4-(4-methylpiperazin-1-yl)-5-vinylphenyl)pyrimidin-4-amine